8-((6-chloropyridin-3-yl)methyl)-3-(2-fluorophenyl)pyrido[2,3-d]pyrimidine-2,4(3H,8H)-dione ClC1=CC=C(C=N1)CN1C=CC=C2C1=NC(N(C2=O)C2=C(C=CC=C2)F)=O